(1R,2R)-N-(7-chloro-6-(1-(3-methyloxetan-3-yl)piperidin-4-yl)isoquinolin-3-yl)-2-cyanocyclopropane-1-carboxamide ClC1=C(C=C2C=C(N=CC2=C1)NC(=O)[C@H]1[C@@H](C1)C#N)C1CCN(CC1)C1(COC1)C